4-(3-(6-(((2-(4-fluorophenyl)cyclopropyl)amino)methyl)-3,4-dihydroisoquinolin-2(1H)-yl)propyl)-N-hydroxybenzamide TFA salt OC(=O)C(F)(F)F.FC1=CC=C(C=C1)C1C(C1)NCC=1C=C2CCN(CC2=CC1)CCCC1=CC=C(C(=O)NO)C=C1